N-(6-(2H-1,2,3-triazol-2-yl)-5-(trifluoromethyl)pyridin-3-yl)-3-chloro-4'-fluoro-2'-iodo-[1,1'-biphenyl]-4-carboxamide N=1N(N=CC1)C1=C(C=C(C=N1)NC(=O)C1=C(C=C(C=C1)C1=C(C=C(C=C1)F)I)Cl)C(F)(F)F